CN1N=NC=C1C(=O)N 1-methyl-1H-1,2,3-triazole-5-carboxamide